FC1=C(C=CC=C1)[C@@H]1CC[C@H]2OC3(C(N21)=O)CCN(CC3)C3=CC=NC=2N3N=CC2 (5'S,7a'R)-5'-(2-fluorophenyl)-1-(pyrazolo[1,5-a]pyrimidin-7-yl)tetrahydro-3'H-spiro[piperidine-4,2'-pyrrolo[2,1-b]oxazol]-3'-one